FCS(=O)(=O)N[C@@H]1[C@@H](N(CC12CC2)C(=O)N2CC(C2)OC)CC=2C(=C(C=CC2)C2=CC=CC=C2)F 1-fluoro-N-((6S,7S)-6-((2-fluoro-[1,1'-biphenyl]-3-yl)methyl)-5-(3-methoxyazetidine-1-carbonyl)-5-azaspiro[2.4]heptan-7-yl)methanesulfonamide